(S)-3-{4-[(S)-4-(2-amino-6-methyl-pyrimidin-4-yl)-[1,4]oxazepan-3-yl]-3-chloro-phenoxy}-propane-1,2-diol NC1=NC(=CC(=N1)N1[C@H](COCCC1)C1=C(C=C(OC[C@H](CO)O)C=C1)Cl)C